C(=O)[C@@H]1N(C(OC1)(C)C)C(=O)OC(C)(C)C tert-butyl (4R)-4-formyl-2,2-dimethyl-oxazolidine-3-carboxylate